7-(1,4-Dimethyl-1H-pyrazol-5-yl)-2-(2-methyl-1H-benzo[d]imidazol-1-yl)thiophene CN1N=CC(=C1C1=CC=CC2=C1N(C(=N2)C)C=2SC=CC2)C